[Si](C)(C)(C(C)(C)C)OCC(F)(F)C1=NC=CC=C1F 2-(2-((tert-butyldimethylsilyl)oxy)-1,1-difluoroethyl)-3-fluoropyridine